5-((2-(ethyl-amino)-5-isopropyl-pyridin-4-yl)oxy)pyrimidine-2,4-diamine C(C)NC1=NC=C(C(=C1)OC=1C(=NC(=NC1)N)N)C(C)C